8-methoxy-5-{[(1R)-1-[3-(trifluoromethyl)phenyl]ethyl]amino}imidazo[1,2-a]quinazolin-7-ol COC1=C(C=C2C(=NC=3N(C2=C1)C=CN3)N[C@H](C)C3=CC(=CC=C3)C(F)(F)F)O